(2-chloro-4-fluoro-phenyl)-[8-(3-fluoro-2-hydroxy-phenyl)-3,8-diazabicyclo[3.2.1]octan-3-yl]methanone ClC1=C(C=CC(=C1)F)C(=O)N1CC2CCC(C1)N2C2=C(C(=CC=C2)F)O